[Pd].C1(=CC=CC=C1)P(C1=CC=CC=C1)C1=CC=CC=C1 triphenylphosphorus palladium